(2R,3R)-3-(3-(4-(3,4-dichlorobenzyloxy)phenyl)isoxazol-5-yl)-2-(2,4-difluorophenyl)-1-(1H-tetrazol-1-yl)butan-2-ol ClC=1C=C(COC2=CC=C(C=C2)C2=NOC(=C2)[C@@H]([C@@](CN2N=NN=C2)(O)C2=C(C=C(C=C2)F)F)C)C=CC1Cl